CC=1C(=C(C=CC1)N1CCN(CC1)C(=O)OC(C)(C)C)NS(=O)(=O)C1=CC=C(C=C1)C tert-butyl 4-(3-methyl-2-((4-methylphenyl)sulfonamido)phenyl)piperazine-1-carboxylate